4-[4-(4-fluoro-1-methyl-1H-indol-6-yl)piperidin-1-yl]-1-methyl-2-oxo-1,2-dihydroquinoline FC1=C2C=CN(C2=CC(=C1)C1CCN(CC1)C1=CC(N(C2=CC=CC=C12)C)=O)C